N1=C(C=CC=C1)C(C(=O)C1=NC=CC=C1)=O 1,2-bis(pyridin-2-yl)ethane-1,2-dione